OCCN(CCCN(CCCCCC(=O)[O-])CCCCCC(=O)OCCCCCCCCCCCCCCCCCCCCCCC)CCCCCC(OCCCCCCCCCCCCC)=C=O Tricosyl 6,6'-((3-((2-hydroxyethyl)(6-carbonyl-6-(tridecyloxy)hexyl)amino)propyl)azanediyl)dihexanoate